1-((2R,3S,4R,5R)-4-((tert-butyldimethylsilyl)oxy)-5-(((tert-butyldimethylsilyl)oxy)methyl)-5-ethynyl-3-fluorotetra-hydrofuran-2-yl)-5-fluoropyrimidine-2,4(1H,3H)-dione [Si](C)(C)(C(C)(C)C)O[C@H]1[C@@H]([C@@H](O[C@]1(C#C)CO[Si](C)(C)C(C)(C)C)N1C(NC(C(=C1)F)=O)=O)F